5-bromo-N-(2,4-dimethoxybenzyl)-3-fluoropyridin-2-amine BrC=1C=C(C(=NC1)NCC1=C(C=C(C=C1)OC)OC)F